2-[(2R)-2-benzyloxypropoxy]ethyl methanesulfonate CS(=O)(=O)OCCOC[C@@H](C)OCC1=CC=CC=C1